8-bromo-6-nitro-chroman BrC=1C=C(C=C2CCCOC12)[N+](=O)[O-]